(5S,8S)-5-fluoro-8-hydroxy-N-(2,3,4-tri-fluorobenzyl)-5,6,7,8-tetrahydroquinoline-5-carboxamide F[C@@]1(C=2C=CC=NC2[C@H](CC1)O)C(=O)NCC1=C(C(=C(C=C1)F)F)F